N-(5-iodo-1-((2-(trimethylsilyl)ethoxy)methyl)-1H-pyrazol-4-yl)pyrazolo[1,5-a]Pyrimidine-3-carboxamide IC1=C(C=NN1COCC[Si](C)(C)C)NC(=O)C=1C=NN2C1N=CC=C2